2-phosphino-butane-1,2,4-tricarboxylic acid PC(CC(=O)O)(CCC(=O)O)C(=O)O